1-((3-(5-(3,5-difluorophenyl)-4,5-dihydro-1H-pyrazole-1-carbonyl)bicyclo[1.1.1]-pentan-1-yl)methyl)-1H-1,2,3-triazole-4-carbonitrile FC=1C=C(C=C(C1)F)C1CC=NN1C(=O)C12CC(C1)(C2)CN2N=NC(=C2)C#N